CN(CC)CCOCC(=O)N(CCCC)CCCC 2-[2-(N-methyl-N-ethyl-amino)ethoxy]-N,N-dibutyl-acetamide